C1(CC1)N1N=C(C=C1S(=O)(=O)Cl)C(F)F 1-cyclopropyl-3-(difluoromethyl)-1H-pyrazole-5-sulfonyl chloride